methyl 3,3-dimethylbutyrate CC(CC(=O)OC)(C)C